1'-hydroxy-2'-acetonaphthone OC1=C(C=CC2=CC=CC=C12)C(C)=O